1-(2-fluoro-3-(trifluoromethyl)phenyl)-1-methylurea FC1=C(C=CC=C1C(F)(F)F)N(C(=O)N)C